1-Octyl-3-Methylpyrrolium triflat [O-]S(=O)(=O)C(F)(F)F.C(CCCCCCC)[NH+]1C=C(C=C1)C